acetate tetra-hydrate O.O.O.O.C(C)(=O)O